C(CCC)[O-].[Na+] Sodium butanolate